FC1=CC=C(C=C1)C1(CC2(CNC2)C1)OC 6-(4-fluorophenyl)-6-methoxy-2-azaspiro[3.3]heptane